FC1=C(C=C(C=C1)C1(CC1)N(C(=O)OC)C[C@H]1N(CCC1)C(=O)OC(C)(C)C)C(F)(F)F tert-butyl (S)-2-(((1-(4-fluoro-3-(trifluoromethyl)phenyl)cyclopropyl) (methoxycarbonyl)amino)methyl)pyrrolidine-1-carboxylate